CO\N=C(\C(=O)OC)/C1=C(C=CC=C1)CO/N=C(/C#CC1=CC=CC=C1)\C Methyl (2E)-2-methoxyimino-2-[2-[[(E)-(1-methyl-3-phenyl-prop-2-ynylidene)amino]-oxymethyl]phenyl]acetate